(2S,5R)-2-(2-hydroxypropan-2-yl)-5-methylcyclohexan-1-one OC(C)(C)[C@H]1C(C[C@@H](CC1)C)=O